2,8-dimethyl-6-(4,4,5,5-tetramethyl-1,3,2-dioxaborolan-2-yl)-1,2,3,4-tetrahydroisoquinoline CN1CC2=C(C=C(C=C2CC1)B1OC(C(O1)(C)C)(C)C)C